6-(4-methoxyphenyl)-2-(6-methylpyridin-2-yl)-7-oxo-6,7-dihydro-2H-pyrazolo[3,4-c]pyridin-3-yl trifluoromethanesulfonate FC(S(=O)(=O)OC=1N(N=C2C(N(C=CC21)C2=CC=C(C=C2)OC)=O)C2=NC(=CC=C2)C)(F)F